2-(dimethylamino)-N-((1s,4s)-4-(5-ethynyl-2-((2-methoxyphenyl)amino)-7-oxopyrido[2,3-d]pyrimidin-8(7H)-yl)cyclohexyl)acetamide CN(CC(=O)NC1CCC(CC1)N1C(C=C(C2=C1N=C(N=C2)NC2=C(C=CC=C2)OC)C#C)=O)C